ClC=1C(=NC(=NC1)N1CCN(CC1)C(C)(C)C1CCN(CC1)C(=O)OC(C)(C)C)NC=1C=C2C=C(C(N(C2=CC1)C)=O)OCC(NC)=O tert-butyl 4-(2-[4-[5-chloro-4-([1-methyl-3-[(methylcarbamoyl)methoxy]-2-oxoquinolin-6-yl]amino)pyrimidin-2-yl]piperazin-1-yl]propan-2-yl)piperidine-1-carboxylate